NC=1C(=C(C=CC1F)NS(=O)(=O)CCCF)Cl N-(3-amino-2-chloro-4-fluorophenyl)-3-fluoropropane-1-sulfonamide